6-chloro-4-((3-fluoro-4-(tetrahydro-2H-pyran-4-yl)phenyl)amino)pyridazine-3-carboxylate ClC1=CC(=C(N=N1)C(=O)[O-])NC1=CC(=C(C=C1)C1CCOCC1)F